C(C)(C)(C)OC(N[C@H]1CN(CCC1)CC1=CC2=C(N=CN=C2Cl)S1)=O (R)-(1-((4-Chlorothieno[2,3-d]pyrimidin-6-yl)methyl)piperidin-3-yl)carbamic acid tert-butyl ester